1,4,5,6,7,7-hexachlorobicyclo[2.2.1]-hept-5-ene-2-methanol methacrylate C(C(=C)C)(=O)OCC1C2(C(=C(C(C1)(C2(Cl)Cl)Cl)Cl)Cl)Cl